N2-(3,3-difluorocyclopentyl)-N4-(pyrrolidin-3-yl)-6-(6-(trifluoromethyl)pyridin-2-yl)-1,3,5-triazine-2,4-diamine FC1(CC(CC1)NC1=NC(=NC(=N1)NC1CNCC1)C1=NC(=CC=C1)C(F)(F)F)F